CCCCCCCCCCCCCCCCC/C=C/CCCC/C=C/CC 9-heptacosadiene